BrC1=CC(=C(C=C1)NC=1C(=CC2=C(N=CN2C)C1F)C(CO)=O)Cl 1-[6-(4-Bromo-2-chloro-phenylamino)-7-fluoro-3-methyl-3H-benzoimidazol-5-yl]-2-hydroxy-ethanone